(S)-3-((6'-chloro-4-(((1S,3S)-3-methoxycyclopentyl)amino)-[2,3'-bipyridin]-4'-yl)amino)butan-1-ol ClC1=CC(=C(C=N1)C1=NC=CC(=C1)N[C@@H]1C[C@H](CC1)OC)N[C@H](CCO)C